ClCCCC(C[C@H](N)C(=O)[O-])C(=O)[O-] gamma-(3-chloropropyl)-L-glutamate